O=C1NC(CCC1N1N=CC2=CC=C(C=C12)C#CCNC(C1=NC=C(C=C1)C1=NC=C(C=N1)N(C)C1=CC2=C(N(C(N2C)=O)C)C(=C1)C(C)C)=O)=O N-(3-(1-(2,6-dioxo-piperidin-3-yl)-1H-indazol-6-yl)prop-2-yn-1-yl)-5-(5-((7-isopropyl-1,3-dimethyl-2-oxo-2,3-dihydro-1H-benzo[d]imidazol-5-yl)(methyl)amino)pyrimidin-2-yl)picolinamide